11-methyldodecyl 6-bromo-2-methylhexanoate BrCCCCC(C(=O)OCCCCCCCCCCC(C)C)C